heneicosane melissate C(CCCCCCCCCCCCCCCCCCCCCCCCCCCCC)(=O)O.CCCCCCCCCCCCCCCCCCCCC